6-cyclopropyl-5-(1-(3-(4-hydroxybut-1-yn-1-yl)-4-(1-isopropyl-4-(trifluoromethyl)-1H-imidazol-2-yl)benzyl)-1H-pyrazolo[3,4-d]pyrimidin-6-yl)pyrimidin-4-ol C1(CC1)C1=C(C(=NC=N1)O)C1=NC=C2C(=N1)N(N=C2)CC2=CC(=C(C=C2)C=2N(C=C(N2)C(F)(F)F)C(C)C)C#CCCO